(2E)-3-(dimethylamino)-1-phenyl-2-propen-1-one CN(/C=C/C(=O)C1=CC=CC=C1)C